C[C@H]1CC[C@@H](N(C1)C(C(=O)NC=1C=C(C=NC1)C(=O)N)=O)C1=NNC=C1 5-[[2-[(2R,5S)-5-methyl-2-(1H-pyrazol-3-yl)-1-piperidyl]-2-oxo-acetyl]amino]pyridine-3-carboxamide